benzyloxycarbonyl-L-leucyl-L-arginine C(C1=CC=CC=C1)OC(=O)N[C@@H](CC(C)C)C(=O)N[C@@H](CCCNC(N)=N)C(=O)O